Lauryl Sulfate sodium [Na+].S(=O)(=O)(OCCCCCCCCCCCC)[O-]